5-(3-(trifluoromethyl)phenyl)-N-(3-(2-oxopropyl)-1,2,4-thiadiazol-5-yl)thiophene-3-carboxamide FC(C=1C=C(C=CC1)C1=CC(=CS1)C(=O)NC1=NC(=NS1)CC(C)=O)(F)F